C12C(=CC(CC1)C2)OC(=O)C(CC[C@H](N)C(=O)O)CN 5-norbornene-2-yloxy-carbonyl-L-lysine